BrC=1C(=C(NC1C)C(=O)OCC)C1=NC=CC=N1 ethyl 4-bromo-5-methyl-3-(pyrimidin-2-yl)-1H-pyrrole-2-carboxylate